ClC=1C=C(C=CC1F)C(C=1N(C=C(N1)I)COCC[Si](C)(C)C)C1=CC(=C(C=C1)F)Cl 2-(bis(3-chloro-4-fluorophenyl)methyl)-4-iodo-1-((2-(trimethylsilyl)ethoxy)methyl)-1H-imidazole